CN(C1CC2(CN(C2)C(=O)OCC)C1)C=1C2=C(N=CN1)NC=C2 ethyl 6-(methyl(7H-pyrrolo[2,3-d]pyrimidin-4-yl)amino)-2-azaspiro[3.3]heptane-2-carboxylate